(2Z,4Z,6E,8E)-3,5,7-trimethyl-2,4,6,8-undecatetraene C/C(=C/C)/C=C(\C=C(\C=C\CC)/C)/C